(S)-1-(3-(tert-butyl)phenyl)-6-(5-(3,5-dimethylisoxazol-4-yl)-1-((1r,4S)-4-methoxycyclohexyl)-1H-benzo[d]imidazol-2-yl)piperidin-2-one C(C)(C)(C)C=1C=C(C=CC1)N1C(CCC[C@H]1C1=NC2=C(N1C1CCC(CC1)OC)C=CC(=C2)C=2C(=NOC2C)C)=O